O1CCC(CC1)CN1N=CC=2C[C@@H]3[C@H](C12)C3 (1aR,5aR)-2-((Tetrahydro-2H-pyran-4-yl)methyl)-1a,2,5,5a-tetrahydro-1H-2,3-diaza-cyclopropa[a]pentalene